4-amino-2,5-dimethoxyphenyl-diazene NC1=CC(=C(C=C1OC)N=N)OC